CN(CCOC=1C=CC(=C(C(=O)NC2(CC2)C2=CC(=CC3=CC=CC=C23)S(=O)(=O)CC)C1)C)C 5-(2-(Dimethylamino)ethoxy)-N-(1-(3-(ethylsulfonyl)naphthalen-1-yl)cyclopropyl)-2-methylbenzamide